12-hydroxyheptadec-14-enoic acid OC(CCCCCCCCCCC(=O)O)CC=CCC